4-(tert-butyl)-N-(3-(3-(dimethylamino)propyl)-5-(trifluoromethyl)phenyl)-2,6-dimethylbenzenesulfonamide C(C)(C)(C)C1=CC(=C(C(=C1)C)S(=O)(=O)NC1=CC(=CC(=C1)C(F)(F)F)CCCN(C)C)C